formaldehyde naphthalenesulfonate sodium salt [Na+].C1(=CC=CC2=CC=CC=C12)S(=O)(=O)[O-].C=O